1,2,4,5-tetra(2-mercaptoethyl)benzene SCCC1=C(C=C(C(=C1)CCS)CCS)CCS